C(=O)(O)CCC1(SCC(N1)C(=O)O)C(=O)O 2-(2-carboxyethyl)thiazolidine-2,4-dicarboxylic acid